ClC=1C=CC(=NC1)C1(OC2=C(O1)C=CC=C2C2CCC(OC2)CC2=NC1=C(N2C[C@H]2OCC2)C=C(C=C1F)C(=O)O)C 2-((5-(2-(5-chloropyridin-2-yl)-2-methylbenzo[d][1,3]dioxol-4-yl)tetrahydro-2H-pyran-2-yl)methyl)-4-fluoro-1-(((S)-oxetan-2-yl)methyl)-1H-benzo[d]imidazole-6-carboxylic acid